CC1=C(C=2N(C=C1C1=CC3=C(N(C(N3)=O)C3CCC(CC3)N(CCC)CCC)C=C1C(C)C)N=CN2)C 5-(7,8-dimethyl-[1,2,4]triazolo[1,5-a]pyridin-6-yl)-1-((1s,4s)-4-(dipropylamino)cyclohexyl)-6-isopropyl-1,3-dihydro-2H-benzo[d]imidazol-2-one